(S)-3-amino-6-(2-chloro-4-(2-(3,5-difluorophenyl)-2-hydroxyacetamido)phenyl)-N-(oxetan-3-yl)pyrazine-2-carboxamide NC=1C(=NC(=CN1)C1=C(C=C(C=C1)NC([C@@H](O)C1=CC(=CC(=C1)F)F)=O)Cl)C(=O)NC1COC1